2-hydroxymethyl-2-methyl-1,3-propandiol OCC(CO)(CO)C